C(C)(C)(C)C1=CC(=C(C(=C1)C)O)C 4-t-butyl-2,6-dimethylphenol